6-fluoro-1-methyl-5-(5-((1-(trifluoromethyl)cyclopropyl)ethynyl)-3,4-dihydroquinolin-1(2H)-yl)pyrido[4,3-e][1,2,4]triazolo[4,3-a]pyrimidine FC1=CN=CC2=C1C(=NC=1N2C(=NN1)C)N1CCCC2=C(C=CC=C12)C#CC1(CC1)C(F)(F)F